methyl (Z)-1-((1S,4S)-2,5-diazabicyclo[2.2.1]heptane-2-carbonyl)-3-(((4-(N-methyl-2-(4-methylpiperazin-1-yl)acetamido)phenyl)amino)(phenyl)methylene)-2-oxoindoline-6-carboxylate [C@@H]12N(C[C@@H](NC1)C2)C(=O)N2C(\C(\C1=CC=C(C=C21)C(=O)OC)=C(\C2=CC=CC=C2)/NC2=CC=C(C=C2)N(C(CN2CCN(CC2)C)=O)C)=O